9-fluoro-7-((4-(2-fluoro-6-((methyl-d3)carbamoyl)pyridin-3-yl)piperazin-1-yl)methyl)pyrazolo[1,5-a]quinoxalin-4(5H)-one FC=1C=C(C=C2NC(C=3N(C12)N=CC3)=O)CN3CCN(CC3)C=3C(=NC(=CC3)C(NC([2H])([2H])[2H])=O)F